naphthacenedioic anhydride C=12C(=CC=C3C=C4C=C5C=CC=CC5=CC4=CC13)C(=O)OC2=O